C(C)(=O)O[C@H]1[C@@H]([C@@H](CC1)N)NC(=O)OC(C)(C)C (1R,2R,3R)-3-Amino-2-[(tert-butoxycarbonyl)amino]cyclopentyl rac-acetate